[Si](C)(C)(C(C)(C)C)O[C@H]1[C@@H](O[C@H]([C@@H](C1)O[Si](C)(C)C(C)(C)C)C)O[C@@H](CC/C=C/C(=O)OCC1CCCCC1)C cyclohexylmethyl (2E,6R)-6-{[(2R,3R,5R,6S)-3,5-bis[(tert-butyldimethylsilyl)oxy]-6-methyloxan-2-yl]oxy}hept-2-enoate